COC(=O)C1=CNC(C=C1O)=O 4-hydroxy-6-oxo-1,6-dihydropyridine-3-carboxylic acid methyl ester